NC1=CC(=C(C=N1)C=1C=NN(C1)CCC)OC(F)(F)F 1-(4-(6-amino-4-(trifluoromethoxy)pyridin-3-yl)-1H-pyrazol-1-yl)propan